C(C)(=O)C=1C=C(C(=NC1)NCC=1SC(=CC1C(=O)O)C(C(F)(F)F)(F)F)S(=O)(=O)CC 2-[[(5-acetyl-3-ethylsulfonyl-2-pyridyl)amino]methyl]-5-(1,1,2,2,2-pentafluoroethyl)thiophene-3-carboxylic acid